4-methoxypyridazin-3(2H)-one COC=1C(NN=CC1)=O